2,3-Dihydro-3,3-bis(4-hydroxyphenyl)-2-methyl-1H-isoindol-1-one OC1=CC=C(C=C1)C1(N(C(C2=CC=CC=C12)=O)C)C1=CC=C(C=C1)O